sodium butanylsulfonate C(CCC)S(=O)(=O)[O-].[Na+]